C1(CC1)C1=NC=NC(=C1C=1N=CC=2OCCN(C2N1)CC1CCC(CC1)C=1N(C=C(N1)C(F)(F)F)C)OC 2-(4-Cyclopropyl-6-methoxypyrimidin-5-yl)-8-(((1r,4r)-4-(1-methyl-4-(trifluoromethyl)-1H-imidazol-2-yl)cyclohexyl)methyl)-7,8-dihydro-6H-pyrimido[5,4-b][1,4]oxazine